S1C(=CC=2COCCC21)C(=O)N2C[C@H]1[C@@H](C2)[C@@H](CC1(F)F)NC(OC(C)(C)C)=O |o1:13,14,16| 2-methyl-2-propanyl rel-[(3aS,4R,6aR)-2-(6,7-dihydro-4H-thieno[3,2-c]pyran-2-ylcarbonyl)-6,6-difluorooctahydrocyclopenta[c]pyrrol-4-yl]carbamate